C(#N)CN1N=NC(=C1)C(=O)NCC=1SC(=NN1)C1=CC=CC=C1 1-(cyanomethyl)-N-((5-phenyl-1,3,4-thiadiazol-2-yl)methyl)-1H-1,2,3-triazole-4-carboxamide